C[C@@H]1CN(C[C@@H](O1)C)C(=O)C=1C2=C(N(N1)CC(=O)N1CCC(CC1)OC1=C(C=CC=C1)F)CCC2 2-{3-[(2R,6S)-2,6-dimethylmorpholine-4-carbonyl]-5,6-dihydrocyclopenta[c]pyrazol-1(4H)-yl}-1-[4-(2-fluorophenoxy)piperidin-1-yl]ethan-1-one